bromo-3-chloro-6-fluoro-4-methylbenzaldehyde BrC1=C(C=O)C(=CC(=C1Cl)C)F